aluminum phosphate sodium phosphate P(=O)([O-])([O-])[O-].[Na+].P(=O)([O-])(O)O.[Al+3]